2-((4-methoxy-2-methylphenyl)-amino)-N-(6-methoxy-2-methylpyridin-3-yl)-5-(trifluoromethyl)-benzamide COC1=CC(=C(C=C1)NC1=C(C(=O)NC=2C(=NC(=CC2)OC)C)C=C(C=C1)C(F)(F)F)C